C(#N)C1=CC=C(C(=O)N[C@H](C)[C@H]2CCC[C@H]3[C@@H]4CC[C@@H]5C[C@](CC[C@@H]5C4CC[C@]23C)(COC)O)C=C1 4-cyano-N-((1R)-1-((1S,4aS,4bR,6aR,8R,10aS,12aS)-8-hydroxy-8-(methoxymethyl)-12a-methyloctadecahydrochrysen-1-yl)ethyl)benzamide